CNS(=O)(=O)C1=CC(=C(C=C1)NC1=NC=C(C=C1)C(F)(F)F)C=1N=C2N(C1)CC(C2)C(F)(F)F N-methyl-3-(6-trifluoromethyl-6,7-dihydro-5H-pyrrolo[1,2-a]imidazol-2-yl)-4-((5-(trifluoromethyl)pyridin-2-yl)amino)benzenesulfonamide